COC1=C(C=C(C=C1)C)NC=1C=C2CN(C(C2=CC1)=O)C 5-((2-Methoxy-5-methylphenyl)amino)-2-methyl-isoindolin-1-one